ClC1=C(C=C(C=C1)F)N=C(N)C1=C(C=2N(N=C1)C=C(C2)C2=CCCCC2)N[C@H]2C[C@H](CC2)NC(OC(C)(C)C)=O tert-butyl N-[(1S,3R)-3-[[3-[N'-(2-chloro-5-fluoro-phenyl)carbamimidoyl]-6-(cyclohexen-1-yl)pyrrolo[1,2-b]pyridazin-4-yl]amino]cyclopentyl]carbamate